C1N(CCC2=CC=CC=C12)CC=1OC=C(C(C1)=O)OC1CC2(CN(C2)C2=NC=CC=N2)C1 2-((3,4-dihydroisoquinolin-2(1H)-yl)methyl)-5-((2-(pyrimidin-2-yl)-2-azaspiro[3.3]heptan-6-yl)oxy)-4H-pyran-4-one